ethyl 2-[(3R)-1-{6-[5-(hydroxymethyl)-1-methyl-1H-1,2,3-triazol-4-yl]-2-(trifluoromethyl)pyridin-3-yl}piperidin-3-yl]acetate OCC1=C(N=NN1C)C1=CC=C(C(=N1)C(F)(F)F)N1C[C@H](CCC1)CC(=O)OCC